3-mercaptopropyl-(3-hydroxy-2-methylpropoxy)-5-methyl-[1,3,2]dioxasilinane SCCC[Si]1(OCC(CO1)C)OCC(CO)C